(6S)-6-isopropyl-N-methanesulfonyl-2-methoxy-3-(3-methoxypropoxy)-10-oxo-5h,6h-pyrido[1,2-h]1,7-naphthyridine-9-carboxamide C(C)(C)[C@@H]1CC=2C=C(C(=NC2C=2N1C=C(C(C2)=O)C(=O)NS(=O)(=O)C)OC)OCCCOC